4-methoxy-3-oxopentanenitrile COC(C(CC#N)=O)C